(E)-2-bromovinyl-4-isopropylbenzene Br/C=C/C1=CC=C(C=C1)C(C)C